C(N)(=O)CC[C@@H](COC1=C(C(=CC=C1)CCCCC1=CC2=C(N(C(N2C)=O)C2C(NC(CC2)=O)=O)C=C1)Cl)NC(OC(C)(C)C)=O tert-butyl N-[(2S)-4-carbamoyl-1-(2-chloro-3-[4-[1-(2,6-dioxopiperidin-3-yl)-3-methyl-2-oxo-1,3-benzodiazol-5-yl]butyl]phenoxy)butan-2-yl]carbamate